C[C@@H]1N([C@H](C1)C)C(=O)[C@H]1CN([C@@H]2CC=3C4=C(C2=C1)C=CC=C4NC3)CCCF ((2S,4S)-2,4-dimethylazetidin-1-yl)((6aR,9R)-7-(3-fluoropropyl)-4,6,6a,7,8,9-hexahydroindolo[4,3-fg]quinolin-9-yl)methanone